FC1=C(C=C2CN(CC2=C1)C)NC1=NC=C(C(=N1)C=1SC=C(C1)S(=O)(=O)C)C(F)(F)F 6-fluoro-2-methyl-N-(4-(4-(methylsulfonyl)thiophen-2-yl)-5-(trifluoromethyl)pyrimidin-2-yl)isoindolin-5-amine